7-Methyl-4-(3-(4,4,5,5-tetramethyl-1,3,2-dioxaborolan-2-yl)phenyl)-8-(trifluoromethyl)-1H-benzo[b][1,4]diazepin-2(3H)-one CC1=CC2=C(NC(CC(=N2)C2=CC(=CC=C2)B2OC(C(O2)(C)C)(C)C)=O)C=C1C(F)(F)F